tert-Butyl (6R)-3-(1,1-difluoro-2-hydroxy-5-((methylsulfonyl)oxy)pentyl)-6-methyl-2,4,6,7-tetrahydro-5H-pyrazolo[4,3-c]pyridine-5-carboxylate FC(C(CCCOS(=O)(=O)C)O)(F)C=1NN=C2C1CN([C@@H](C2)C)C(=O)OC(C)(C)C